ClC=1C=C(C(=C(C#N)C1)C)CCN1C[C@H]([C@@H](C1)C)COC1=CC=C(C=C1)S(=O)(=O)C 5-chloro-3-{2-[(3S,4S)-3-[(4-methanesulfonylphenoxy)methyl]-4-methylpyrrolidin-1-yl]ethyl}-2-methylbenzonitrile